ethyl (E)-2-styryloxazole-4-carboxylate C(=C\C1=CC=CC=C1)/C=1OC=C(N1)C(=O)OCC